1-(4-((4-(trifluoromethyl)benzyl)oxy)benzyl)-1H-imidazole FC(C1=CC=C(COC2=CC=C(CN3C=NC=C3)C=C2)C=C1)(F)F